N-(Imidazo[1,2-b]pyridazin-3-yl)-6-methoxy-2-(4-(methyl(piperidin-4-yl)amino)cyclohexyl)-2H-indazole-5-carboxamide N=1C=C(N2N=CC=CC21)NC(=O)C2=CC1=CN(N=C1C=C2OC)C2CCC(CC2)N(C2CCNCC2)C